C(#N)C=1C(=CC(=NC1)N[C@H]1C[C@H](CCC1)N1CC2=CC=C(C=C2C1=O)NC(C=C)=O)C(F)(F)F N-(2-((1S,3R)-3-((5-cyano-4-(trifluoromethyl)pyridin-2-yl)amino)cyclohexyl)-3-oxoisoindolin-5-yl)acrylamide